N1(CCOCC1)C=1C=C2CN(C(C2=CC1)=O)C1=CC2=C(NC(=N2)C2=CC=C(OCC(=O)NC3=CC=CC=C3)C=C2)C=C1 2-(4-(5-(5-(morpholin-4-yl)-1-oxo-1,3-dihydro-2H-isoindol-2-yl)-1H-benzimidazol-2-yl)phenoxy)-N-phenylacetamide